BrCC1=CC=C(C=C1)N1N=CC(=C1)OC(F)(F)F 1-[4-(bromomethyl)phenyl]-4-(trifluoromethoxy)pyrazole